N1-(3-chloro-2-(4-methylpiperidin-1-yl)phenyl)-N3,N3-dimethylbenzene-1,3-disulfonamide ClC=1C(=C(C=CC1)NS(=O)(=O)C1=CC(=CC=C1)S(=O)(=O)N(C)C)N1CCC(CC1)C